2,3,3-trimethylheptan-4-one oxime CC(C)C(C(CCC)=NO)(C)C